4-bromo-1-(3-(dimethylamino)propyl)indoline BrC1=C2CCN(C2=CC=C1)CCCN(C)C